[N].N1N=CC=C1 diazole nitrogen